C1=C(C=CC2=CC=CC=C12)C1(SCCCS1)C=CC=C(C1=CC=C(C=C1)OC)C1=CC=C(C=C1)OC 2-(2-naphthyl)-2-(4,4-bis(4-methoxyphenyl)-1,3-butadienyl)-1,3-dithiane